(2-fluorophenyl)-N-methyl-1-(3-pyridylsulfonyl)-1H-pyrrole-3-methanamine fumarate C(\C=C\C(=O)O)(=O)O.FC1=C(C=CC=C1)C=1N(C=CC1CNC)S(=O)(=O)C=1C=NC=CC1